β-L-glucose O[C@@H]1[C@@H](O)[C@H](O)[C@@H](O)[C@@H](O1)CO